ClC=1C=C(C=CC1OCC1=NC=CC=C1)N1CCC=2C=3C1=NC=NC3C=CC2NC(C=CC2N(CCC2)C)=O N-(4-(3-chloro-4-(pyridin-2-ylmethoxy)phenyl)-5,6-dihydro-4H-pyrido[2,3,4-de]quinazolin-7-yl)-3-(1-methylpyrrolidin-2-yl)acrylamide